1-(3-Hydroxy-4-phenoxyphenyl)-3-(3-methylphenyl)-1,3,5-triazinane-2,4,6-trione OC=1C=C(C=CC1OC1=CC=CC=C1)N1C(N(C(NC1=O)=O)C1=CC(=CC=C1)C)=O